N=1C(=NN2C1CN(CCC2)C(=O)OCC2=CC=CC=C2)C(=O)OCC 8-benzyl 2-ethyl 6,7-dihydro-5H-[1,2,4]triazolo[1,5-a][1,4]diazepine-2,8(9H)-dicarboxylate